CIS-2,4,8-TRIMETHYL-3,7-NONADIEN-2-OL CC(C)(C=C(CCC=C(C)C)C)O